C[C@@]1(NCCC1)C(=O)O (S)-2-methyl-proline